[4-(tert-butoxycarbonylamino)cyclohexyl]-4-[[(3R,4R)-1-(2-cyanoacetyl)-4-methyl-3-piperidyl]-methyl-amino]pyrrolo[2,3-d]pyrimidine-7-carboxylate C(C)(C)(C)OC(=O)NC1CCC(CC1)OC(=O)N1C=CC2=C1N=CN=C2N(C)[C@H]2CN(CC[C@H]2C)C(CC#N)=O